4-Chloro-3-fluoro-6-nitro-1H-indole ClC1=C2C(=CNC2=CC(=C1)[N+](=O)[O-])F